CC1=C(C=CC(=C1)C)C1CC=2C=NN(C(C2CC1)=O)C1=NC=C(C=C1)F 6-(2,4-Dimethylphenyl)-2-(5-fluoropyridin-2-yl)-5,6,7,8-tetrahydrophthalazin-1(2H)-one